NCC#CC1=CC=C(C=C1)N[C@@H]1CCN(C2=CC=CC=C12)C(C)=O (R)-1-(4-((4-(3-aminoprop-1-yn-1-yl)phenyl)amino)-3,4-dihydroquinolin-1(2H)-yl)ethan-1-one